(1r,4r)-1-Imino-4-(4-((4-((2-(methoxymethyl)phenyl)amino)-5-(trifluoromethyl)pyrimidin-2-yl)amino)-5-methyl-1H-pyrazol-1-yl)hexahydro-1λ6-thiopyran 1-oxide N=S1(CCC(CC1)N1N=CC(=C1C)NC1=NC=C(C(=N1)NC1=C(C=CC=C1)COC)C(F)(F)F)=O